di(difluorophenyl)silanolate FC=1C(=C(C=CC1)[SiH]([O-])C1=C(C(=CC=C1)F)F)F